4-(3-((allyloxy)methyl)phenyl)-2-chloropyrimidine C(C=C)OCC=1C=C(C=CC1)C1=NC(=NC=C1)Cl